C(CC)C1=CC=C(O1)CCC(=O)[O-] 5-propyl-2-furanpropanoate